FC1=C(C=CC(=C1C)F)[C@@H]1[C@@H](O[C@](C1)(C(F)(F)F)C)C(=O)NC1=CC(=NC=C1)C(=O)N (2R,3R,5R)-4-[[3-(2,4-difluoro-3-methyl-phenyl)-5-methyl-5-(trifluoromethyl)tetrahydrofuran-2-carbonyl]amino]pyridine-2-carboxamide